1-(3-methyl-4-hydroxyphenylcarbonyloxy)-3,5-bis(4-hydroxyphenylcarbonyloxy)benzene CC=1C=C(C=CC1O)C(=O)OC1=CC(=CC(=C1)OC(=O)C1=CC=C(C=C1)O)OC(=O)C1=CC=C(C=C1)O